C(#N)C1=CC=C(C=C1)C1=NC(=NC=C1C)C(=O)O 4-(4-cyanophenyl)-5-methylpyrimidine-2-carboxylic acid